2-pyrrolidone-5-carboxylic acid N1C(CCC1C(=O)O)=O